S1CCC=2C1=CNC2 dihydrothieno[2,3-c]pyrrole